N1=C(C=CC(=C1)C(=O)[O-])C1=NC=C(C=C1)C(=O)[O-] bipyridine-5,5'-diformate